C1(CC1)NS(=O)(=O)C=1C=NC2=CC(=CC(=C2C1NN1NNC(N1)(OC1=CC(=CC(=C1)F)F)C1=CC=CC=C1)F)Br 3-((3-(N-cyclopropylaminosulfonyl)-7-bromo-5-fluoroquinolin-4-yl)amino)-5-(3,5-difluorophenoxy)-1H-tetrazol-5-ylbenzene